(E)-N1-(2-(4-chlorostyryl)benzo[g]quinazolin-4-yl)ethane-1,2-diamine ClC1=CC=C(/C=C/C2=NC3=CC4=C(C=C3C(=N2)NCCN)C=CC=C4)C=C1